C(#N)C=1C=CC=C2NC[C@@H](NC12)[C@@H](C1=C(C=CC=C1)F)NCCC=1C=C(C=CC1)[C@@H](C(=O)O)C |o1:29| (S or R)-2-(3-(2-(((R)-((R)-8-cyano-1,2,3,4-tetrahydroquinoxalin-2-yl)(2-fluorophenyl)methyl)amino)ethyl)phenyl)propanoic acid